COC1=CC=C(C=C1)NCCC[Si](OCC)(OCC)OCC N-(p-methoxyphenyl)-gamma-aminopropyltriethoxysilane